[2-(2-ethoxy)-ethoxyethyl]guanidine CCOCCOCCNC(=N)N